ClC=1C=C(C=NC1C1=NOC(=N1)CCCCCCN1CCN(CC1)C=1C=C2CN(C(C2=CC1)=O)C1C(NC(CC1)=O)=O)NC(=O)NC=1C=NC=2N(C1C(C)C)N=CC2 1-[5-chloro-6-[5-[6-[4-[2-(2,6-dioxo-3-piperidyl)-1-oxo-isoindolin-5-yl]piperazin-1-yl]hexyl]-1,2,4-oxadiazol-3-yl]-3-pyridyl]-3-(7-isopropylpyrazolo[1,5-a]pyrimidin-6-yl)urea